C(C)N(CCC)CC1=C(C2=C(C=CC(=NO2)O)C=C1)O 8-((ethyl-(propyl)amino)methyl)-3,9-dihydroxybenzo[5,6]oxazepin